5-(3-chloroimidazo[1,2-b]pyridazin-6-yl)-N-isopropyl-7H-pyrrolo[2,3-d]pyrimidin-2-amine ClC1=CN=C2N1N=C(C=C2)C2=CNC=1N=C(N=CC12)NC(C)C